ClC=1C=C(C=C(C1)NS(=O)(=O)C)NC(=O)C1=CN(C(=C1)C)C1=NC=C(C=C1)COC N-(3-chloro-5-(methylsulfonamido)phenyl)-1-(5-(methoxymethyl)pyridin-2-yl)-5-methyl-1H-pyrrole-3-carboxamide